8-chloro-N-((4,4-difluoro-3-methylcyclohexyl)methyl)-3-(2-methoxyethyl)indolizine-1-carboxamide ClC1=CC=CN2C(=CC(=C12)C(=O)NCC1CC(C(CC1)(F)F)C)CCOC